FC(C=1C=C(C=CC1F)NC(=O)C=1N(C=C2C1CCC2NC(OCC2=NN(C=N2)C)=O)C)F (1-Methyl-1H-1,2,4-triazol-3-yl)methyl (1-((3-(difluoromethyl)-4-fluoro phenyl)carbamoyl)-2-methyl-2,4,5,6-tetrahydrocyclopenta[c]pyrrol-4-yl)carbamate